C(C)(C)(C)N1C(=O)NC(=O)C1 1-tert-butylhydantoin